4-((4,4-difluoropiperidin-1-yl)methyl)-N-(3-(2,6-dioxopiperidin-3-yl)benzofuran-5-yl)-3-fluorobenzamide FC1(CCN(CC1)CC1=C(C=C(C(=O)NC=2C=CC3=C(C(=CO3)C3C(NC(CC3)=O)=O)C2)C=C1)F)F